5-(1,1-difluoro-6-phenylhex-1-en-2-yl)pyrimidine Natrium-Calcium [Ca].[Na].FC(=C(CCCCC1=CC=CC=C1)C=1C=NC=NC1)F